1-[3-(pyrrolidin-1-yl)propyl]-1,4-diazepane N1(CCCC1)CCCN1CCNCCC1